N-(4-cyano-2-fluoro-phenyl)-5-(2-methylpyrazol-3-yl)-1H-pyrrole-3-sulfonamide C(#N)C1=CC(=C(C=C1)NS(=O)(=O)C1=CNC(=C1)C=1N(N=CC1)C)F